OCC(C1COC1)N[S@@](=O)C(C)(C)C (S)-N-(2-hydroxy-1-(oxetan-3-yl)ethyl)-2-methylpropane-2-sulfinamide